C1(CC1)COC1=NC(=NC=C1F)C1=CC(=C(C(=C1)F)N1CCCC1)F 1-[4-(4-cyclopropylmethoxy-5-fluoro-pyrimidin-2-yl)-2,6-difluoro-phenyl]Pyrrolidine